C(C)OC1=C(C=CC=2NC(OC(C21)=O)=O)F 5-Ethoxy-6-fluoro-2H-benzo[d][1,3]oxazine-2,4(1H)-dione